4-bromo-3-(difluoromethoxy)-5-methylsulfonyl-1-trityl-indazole BrC1=C2C(=NN(C2=CC=C1S(=O)(=O)C)C(C1=CC=CC=C1)(C1=CC=CC=C1)C1=CC=CC=C1)OC(F)F